3-{[3-(8-{[(3S,4R)-3-fluoropiperidin-4-yl]amino}-3-[(trifluoromethyl)sulfanyl]indolizin-2-yl)prop-2-yn-1-yl]amino}-4-methoxy-N-methylbenzamide trifluoroacetate FC(C(=O)O)(F)F.F[C@H]1CNCC[C@H]1NC1=CC=CN2C(=C(C=C12)C#CCNC=1C=C(C(=O)NC)C=CC1OC)SC(F)(F)F